3-(3-phenylpropyl)-5-[(2S)-pyrrolidin-2-yl]-1,2,4-oxadiazole TFA salt OC(=O)C(F)(F)F.C1(=CC=CC=C1)CCCC1=NOC(=N1)[C@H]1NCCC1